2,4,6-trihydroxy-3-[3-(3-hydroxy-4-methoxyphenyl)-1-oxopropyl]-benzoic acid OC1=C(C(=O)O)C(=CC(=C1C(CCC1=CC(=C(C=C1)OC)O)=O)O)O